FC=1C=C(C=C(C1)F)C1CC=NN1C(=O)C12CC(C1)(C2)CN2C=CC1=CC(=CC=C21)F (5-(3,5-difluorophenyl)-4,5-dihydro-1H-pyrazol-1-yl)(3-((5-fluoro-1H-indol-1-yl)-methyl)bicyclo[1.1.1]pentan-1-yl)methanone